N-[(6-amino-2-pyridyl)sulfonyl]-2-[cyclopropylmethyl(propyl)amino]-6-(3-fluoro-5-isobutoxy-phenyl)pyridine-3-carboxamide NC1=CC=CC(=N1)S(=O)(=O)NC(=O)C=1C(=NC(=CC1)C1=CC(=CC(=C1)OCC(C)C)F)N(CCC)CC1CC1